CC1NC(CCC1)C 2,6-dimethylpiperidine